C(=O)(OC(C)(C)C)N1CCC(CC1)O 1-N-Bocpiperidin-4-ol